perfluoro-butyl-sulfonate FC(C(C(C(F)(F)F)(F)F)(F)F)(S(=O)(=O)[O-])F